N1N=CC2=CC(=CC=C12)NC1=NN(C2=CC=CC=C12)C1=CC=CC(=N1)NC(=O)C=1C=NNC1 N-(6-(3-((1H-indazol-5-yl)amino)-1H-indazol-1-yl)pyridin-2-yl)-1H-pyrazole-4-carboxamide